C(CCC)OC(C=C)=O.C=C Ethylen n-Butylacrylat